N=1C(CON2C1C(C=1C=CC=CC21)=O)=O [1,2,4]oxadiazino[2,3-a]indole-2,10(3H)-dione